COC1=C(C=C(C=N1)C1=CC=C2C(=NNC2=C1)C(=O)NC)C(NCC1=C(C=CC=C1)OC)=O 6-(6-methoxy-5-{[(2-methoxy-phenyl)methyl]carbamoyl}-pyridin-3-yl)-N-methyl-1H-indazole-3-carboxamide